COC(=O)C1=C(C(=C(C(=C1)Br)C1=C(C(=CC=C1)Cl)Cl)F)N.COCCN1CCN(CC1)C1=CN=CS1 5-(4-(2-methoxyethyl)piperazin-1-yl)thiazole methyl-3-amino-6-bromo-2',3'-dichloro-2-fluoro-[1,1'-biphenyl]-4-carboxylate